1-(4-((4-methyl-4H-1,2,4-triazol-3-yl)methyl)benzyl)-1H-benzo[d]imidazol-2(3H)-one CN1C(=NN=C1)CC1=CC=C(CN2C(NC3=C2C=CC=C3)=O)C=C1